3-{4-[2,4-bis(trichloromethyl)-s-triazin-6-yl]phenylthio}propanoic acid ClC(C1=NC(=NC(=N1)C(Cl)(Cl)Cl)C1=CC=C(C=C1)SCCC(=O)O)(Cl)Cl